OCCOC1=CC=C(C=C1)OCCO 1,4-Bis-(β-hydroxyethoxy)benzol